N(=[N+]=[N-])CCCCCCCCCCCCCCCCCCCCCC(=O)OC Methyl 22-azidodocosanoate